OC=1C=C2C(N(C=NC2=CC1)C1CCOC2(C1)CCN(CC2)C(=O)OC(C)(C)C)=O tert-butyl 4-(6-hydroxy-4-oxo-quinazolin-3-yl)-1-oxa-9-azaspiro[5.5]undecane-9-carboxylate